The molecule is a quassinoid isolated from Quassia indica and has been shown to exhibit antimalarial and cytotoxic activity. It has a role as a metabolite, an antimalarial and an antineoplastic agent. It is an acetate ester, a delta-lactone, a cyclic ether, an enone, an organic heteropentacyclic compound, a quassinoid, a secondary alcohol, a triol and a secondary alpha-hydroxy ketone. CC1=CC(=O)[C@H]([C@]2([C@H]1C[C@@H]3[C@]45[C@@H]2[C@H]([C@@H]([C@]([C@@H]4[C@H](C(=O)O3)OC(=O)C)(OC5)C)O)O)C)O